N-(5-((5-chloropyridin-2-yl)methoxy)-1,3,4-thiadiazol-2-yl)-5-cyano-2-morpholinonicotinamide ClC=1C=CC(=NC1)COC1=NN=C(S1)NC(C1=C(N=CC(=C1)C#N)N1CCOCC1)=O